C(C)OC([C@@](N)(C(C)C)C1=CC(=CC=C1)CC)=O 2-(3-ethylphenyl)valine ethyl ester